C(CCCCC)C(COC1=C2C(SC(=C2)SC)=C(C2=C1SC(=C2)SC)OCC(CCCCCCCC)CCCCCC)CCCCCCCC 4,8-bis((2-hexyldecyl)oxy)-2,6-bis(methylthio)benzo[1,2-b:4,5-b']dithiophene